NCC=1C(=NC=NC1)C1C(NC(CC1)=O)=O 3-(5-(Aminomethyl)pyrimidin-4-yl)piperidine-2,6-dione